NCC=1C=C(C=CC1)C=1C=CC2=C(C(=CO2)COC=2C=C(C(=O)O)C=CC2CC(=O)O)C1 3-((5-(3-(aminomethyl)phenyl)benzofuran-3-yl)methoxy)-4-(carboxymethyl)benzoic acid